C(C)(C)(C)OC(=O)N1CCC(CC1)CC#CCOC1=C(C(=CC(=C1)C(N)=O)[N+](=O)[O-])NC\C=C\CN (E)-4-(4-(2-((4-aminobut-2-en-1-yl)amino)-5-carbamoyl-3-nitrophenoxy)but-2-yn-1-yl)piperidine-1-carboxylic acid tert-butyl ester